bis-(2-hydroxyethoxy)-1,1'-binaphthyl OCCOC=1C(=C(C2=CC=CC=C2C1)C1=CC=CC2=CC=CC=C12)OCCO